tert-butyl ((1r,4r)-4-(2-(7-fluoro-2-methyl-2H-indazol-5-yl)thieno[2,3-d]pyrimidin-6-yl)cyclohexyl)carbamate FC1=CC(=CC2=CN(N=C12)C)C=1N=CC2=C(N1)SC(=C2)C2CCC(CC2)NC(OC(C)(C)C)=O